CC(C)(OCCCCCN1C=[N+](C=C1)CCCCCOC(C)(C)C)C 1,3-bis[5-(1,1-dimethylethoxy)pentyl]imidazolium